C(C=C)(=O)NC=1C=C(C=CC1N1C[C@@H](N(CC1)C)C)N(C(C(=O)NC1CC1)=O)C1CCC(CC1)NC1=NC=C(C=C1)C#N N1-(3-acrylamido-4-((S)-3,4-dimethylpiperazin-1-yl)phenyl)-N1-((1r,4S)-4-((5-cyanopyridin-2-yl)amino)cyclohexyl)-N2-cyclopropyloxalamide